C1C[C@H](CC=2C3=CC=CC=C3NC12)N1CN=CC=2OCCNC21 N-[(3R)-2,3,4,9-tetrahydro-1H-carbazol-3-yl]-7,8-dihydro-6H-pyrimido[5,4-b][1,4]oxazin